N-(3-aminophenyl)acrylamide NC=1C=C(C=CC1)NC(C=C)=O